tert-butyl 4-((2,2-difluoro-6-(4-(methoxycarbonyl)-2-(2,2,2-trifluoro-N-methylacetamido)phenyl)-7-azaspiro[3.5]nonan-7-yl)methyl-d2)-5-methoxy-7-methyl-1H-indole-1-carboxylate FC1(CC2(C1)CC(N(CC2)C(C2=C1C=CN(C1=C(C=C2OC)C)C(=O)OC(C)(C)C)([2H])[2H])C2=C(C=C(C=C2)C(=O)OC)N(C(C(F)(F)F)=O)C)F